N-(2-((2-((3S,4R)-3-fluoro-4-(3-morpholinopropoxy)piperidin-1-yl)pyridin-4-yl)amino)-8-isopropyl-5-((2R,3S)-2-methyl-3-((methylsulfonyl)methyl)azetidin-1-yl)quinazolin-7-yl)acrylamide F[C@H]1CN(CC[C@H]1OCCCN1CCOCC1)C1=NC=CC(=C1)NC1=NC2=C(C(=CC(=C2C=N1)N1[C@@H]([C@H](C1)CS(=O)(=O)C)C)NC(C=C)=O)C(C)C